C(#C)C1=CC=C(CN2N=C(C3=CC=CC=C23)C(=O)N)C=C1 1-(4-ethynylbenzyl)-1H-indazole-3-carboxamide